Diethyl ((1-(2-chloro-7,9-difluoro-5H-pyrimido[5,4-b]indol-4-yl)piperidin-4-yl)methyl)phosphonate ClC=1N=C(C=2NC=3C=C(C=C(C3C2N1)F)F)N1CCC(CC1)CP(OCC)(OCC)=O